1-(1,3-Bis(palmitoyloxy)propan-2-yl) 10-(1-((tert-butoxycarbonyl)(isopropyl)amino)-3-(4-(2-methoxyethyl)phenoxy)propan-2-yl) decanedioate C(CCCCCCCCC(=O)OC(CN(C(C)C)C(=O)OC(C)(C)C)COC1=CC=C(C=C1)CCOC)(=O)OC(COC(CCCCCCCCCCCCCCC)=O)COC(CCCCCCCCCCCCCCC)=O